1-(3,4-bis(benzyloxy)phenoxy)-3-(isopropylamino)-2-propanol C(C1=CC=CC=C1)OC=1C=C(OCC(CNC(C)C)O)C=CC1OCC1=CC=CC=C1